3-(2-(2-Chlorophenoxy)propylamino)-4-(4-ethylpiperazin-1-yl)benzoic acid methyl ester COC(C1=CC(=C(C=C1)N1CCN(CC1)CC)NCC(C)OC1=C(C=CC=C1)Cl)=O